8-(4,4-difluoropiperidin-1-yl)-2-methylquinolin-6-amine FC1(CCN(CC1)C=1C=C(C=C2C=CC(=NC12)C)N)F